C(CCCC)N(CCCCC)CCC N,N-dipentylpropylamine